N-(2-hydroxy-1,1-dimethylethyl)-5-{4-[(3-hydroxyphenyl)amino]-1-phthalazinyl}-2-methyl-benzenesulfonamide OCC(C)(C)NS(=O)(=O)C1=C(C=CC(=C1)C1=NN=C(C2=CC=CC=C12)NC1=CC(=CC=C1)O)C